(S)-N-(chroman-4-yl)-8-(3,6-dihydro-2H-pyran-4-yl)-4-(dimethylamino)quinoline-3-carboxamide O1CC[C@@H](C2=CC=CC=C12)NC(=O)C=1C=NC2=C(C=CC=C2C1N(C)C)C=1CCOCC1